2-cyano-N-ethyl-3-methoxy-benzenesulfonamide C(#N)C1=C(C=CC=C1OC)S(=O)(=O)NCC